C(=O)C1CCC(CC1)N1N=C2C=C(C(=CC2=C1)C=1C(=NC(=CC1)C(F)(F)F)C(=O)N)S(=O)C [2-(4-formylcyclohexyl)-6-methylsulfinyl-indazol-5-yl]6-(trifluoromethyl)pyridine-2-carboxamide